6-(5-fluoro-3,3-dimethylindol-1-yl)pyridin-3-amine FC=1C=C2C(CN(C2=CC1)C1=CC=C(C=N1)N)(C)C